spiro[2.3]hexane C1CC12CCC2